4-(2-(4-Aminopiperidin-1-yl)-6-(o-tolyl)quinazolin-4-yl)-2-fluorobenzonitrile NC1CCN(CC1)C1=NC2=CC=C(C=C2C(=N1)C1=CC(=C(C#N)C=C1)F)C1=C(C=CC=C1)C